C[P] methyl-endo-phosphorus